Nε-2-azidoethoxycarbonyl-L-lysine N(=[N+]=[N-])CCOC(=O)NCCCC[C@H](N)C(=O)O